N1=CC=C(C2=CC=CC=C12)N1CCN(CC1)C(=O)[C@@H]1CN(CC1)S(=O)(=O)C1=CC=C(C=C1)NC(C)=O (S)-N-(4-((3-(4-(quinolin-4-yl)piperazine-1-carbonyl)pyrrolidin-1-yl)sulfonyl)phenyl)acetamide